N-(1-(5-(3-cyano-6-ethoxypyrazolo[1,5-a]pyridin-4-yl)pyridin-2-yl)-4-(((3-hydroxypropyl)(methyl)amino)methyl)piperidin-4-yl)-5-fluoro-2-methylbenzamide C(#N)C=1C=NN2C1C(=CC(=C2)OCC)C=2C=CC(=NC2)N2CCC(CC2)(CN(C)CCCO)NC(C2=C(C=CC(=C2)F)C)=O